ClC1=CC(=NC=N1)OC(C)C=1N=C2N(C=C(C=C2N2C(N(C(C2)=O)C)=O)C2CC2)C1 1-(2-(1-((6-chloropyrimidin-4-yl)oxy)ethyl)-6-cyclopropylimidazo[1,2-a]pyridin-8-yl)-3-methylimidazolidine-2,4-dione